(1S,5S)-6-benzyl-3,6-diazabicyclo[3.2.2]nonane-3-carboxylic acid benzyl ester C(C1=CC=CC=C1)OC(=O)N1C[C@@H]2CN([C@H](C1)CC2)CC2=CC=CC=C2